5'-phenyl-1',5',10',10a'-tetrahydro-3'H-spiro[cyclopropane-1,2'-pyrrolo[1,2-b]cinnolin]-3'-one C1(=CC=CC=C1)N1N2C(CC=3C=CC=CC13)CC1(C2=O)CC1